ClC=1C(=CC(=C(CC=2C(=NC(=NC2)NC(C)C)N)C1)C(C)C)OC 5-(5-Chloro-2-isopropyl-4-methoxy-benzyl)-N2-isopropyl-pyrimidine-2,4-diamine